1-methyl-6-oxo-1,6-dihydropyridine-2-carboxylic acid CN1C(=CC=CC1=O)C(=O)O